O=C1NC(CCC1C=1C=CC(=NC1)N1CCC(CC1)NC(=O)N1CCC(CC1)C=1N=C2N(C=C(C(=C2)OC(C)C)C(=O)NC=2C=NN3C2N=CC=C3)C1)=O 2-[1-[[1-[5-(2,6-dioxo-3-piperidyl)-2-pyridyl]-4-piperidyl]carbamoyl]-4-piperidyl]-7-isopropoxy-N-pyrazolo[1,5-a]pyrimidin-3-yl-imidazo[1,2-a]pyridine-6-carboxamide